1-(2-fluoroethyl)-N-[3-fluoro-4-[(7-methoxy-1,5-naphthyridin-4-yl)oxy]phenyl]-6-methyl-5-(5-methylthiophen-2-yl)-4-oxopyridine-3-carboxamide FCCN1C=C(C(C(=C1C)C=1SC(=CC1)C)=O)C(=O)NC1=CC(=C(C=C1)OC1=CC=NC2=CC(=CN=C12)OC)F